ethyl 5-[3-[1-(difluoromethyl)-3,5-dimethyl-pyrazol-4-yl]pyrazolo[1,5-a]pyridin-5-yl]-2-(3,6-dihydro-2H-pyran-4-yl)furan-3-carboxylate FC(N1N=C(C(=C1C)C=1C=NN2C1C=C(C=C2)C2=CC(=C(O2)C=2CCOCC2)C(=O)OCC)C)F